C(#N)C=1C=C(C=C(C1)C(C)(C)O)S(=O)(=O)NC(NC1=C(C=C(C=C1C(C)C)F)C(C)C)=O 3-cyano-N-(4-fluoro-2,6-diisopropylphenylcarbamoyl)-5-(2-hydroxypropan-2-yl)benzenesulfonamide